Cl.CC1(OC2=C(O1)C(=CC(=C2C)C(=O)NCC=2C(NC(=CC2SC)C)=O)C2=CC=C(C=C2)N2CCCCC2)C2CCNCC2 2,4-dimethyl-N-((6-methyl-4-(methylthio)-2-oxo-1,2-dihydropyridin-3-yl)methyl)-7-(4-(piperidin-1-yl)phenyl)-2-(piperidin-4-yl)benzo[d][1,3]dioxol-5-carboxamide hydrochloride